C1(CC1)OC1=NN(C=C1N)CCOC 3-cyclopropoxy-1-(2-methoxyethyl)-1H-pyrazol-4-amine